(S)-5-fluoro-N,N-diisopropyl-2-((4-(7-(pyrrolidin-3-ylmethyl)-2,7-diazaspiro[3.5]nonan-2-yl)pyrimidin-5-yl)oxy)benzamide hydrochloride Cl.FC=1C=CC(=C(C(=O)N(C(C)C)C(C)C)C1)OC=1C(=NC=NC1)N1CC2(C1)CCN(CC2)C[C@@H]2CNCC2